ClC1=CNC2=C(C=CC=C12)NS(=O)(=O)C=1C=NN(C1)C1=CC=CC=C1 N-(3-Chloro-1H-indol-7-yl)-1-phenyl-pyrazol-4-sulfonamid